(1-ethyl-2-(1-(3-hydroxypropyl)-3-methyl-2,3-dihydro-1H-pyrrolo[1,2,3-de]quinoxalin-5-yl)-7-methoxy-1H-benzo[d]imidazol-5-yl)methanone C(C)N1C(=NC2=C1C(=CC(=C2)C=O)OC)C2=CC=1C=3N2C(CN(C3C=CC1)CCCO)C